5-(3-ethylphenyl)-4-methylpenta-2,4-dienoic acid C(C)C=1C=C(C=CC1)C=C(C=CC(=O)O)C